2-(2-chloro-4-fluoro-6-methoxy-phenyl)-4,4,5,5-tetramethyl-1,3,2-dioxaborolane ClC1=C(C(=CC(=C1)F)OC)B1OC(C(O1)(C)C)(C)C